C(C)C1(CCCC1)OC(=O)C1C2C=CC(C1)C2=O 5-(1-ethylcyclopentyloxycarbonyl)-7-oxo-bicyclo[2.2.1]Hept-2-ene